5-(5-fluoro-1H-pyrazol-4-yl)-2-(6-{[(3R,4S)-3-fluoro-2,2,6,6-tetramethylpiperidin-4-yl]oxy}pyridazin-3-yl)pyridin-3-ol ditrifluoroacetate FC(C(=O)O)(F)F.FC(C(=O)O)(F)F.FC1=C(C=NN1)C=1C=C(C(=NC1)C=1N=NC(=CC1)O[C@@H]1[C@@H](C(NC(C1)(C)C)(C)C)F)O